azetidin-3-ylmethyl 2-(6-(5-(6-methylpyridin-2-yl)-1H-imidazol-4-yl)quinolin-3-yl)thiazole-5-carboxylate CC1=CC=CC(=N1)C1=C(N=CN1)C=1C=C2C=C(C=NC2=CC1)C=1SC(=CN1)C(=O)OCC1CNC1